sodium hydrogen diglycolate C(COCC(=O)[O-])(=O)O.[Na+]